(E)-1-acetyl-N'-hydroxypiperidine-4-carboximidamide C(C)(=O)N1CCC(CC1)\C(\N)=N/O